6-chloro-2'-isopropoxy-[1,1'-biphenyl]-3,4-diamine ClC1=CC(=C(C=C1C1=C(C=CC=C1)OC(C)C)N)N